FCCCCCCCCNCC#CC1=CC=C(C=C1)C1OC2=CC=C(C=C2C(=C1C1=CC(=CC=C1)O)C)O 2-{4-[3-(8-Fluorooctylamino)prop-1-ynyl]phenyl}-3-(3-hydroxyphenyl)-4-methyl-2H-chromen-6-ol